ClC(C(=O)NCCNC(CNN)=O)(C)C 2-chloro-N-(2-(2-hydrazinoacetamido)ethyl)-2-methylpropanamide